OC1=C(C=CC=C1)C(C1=C(C=C(C=C1)O)C)C1=C(C=C(C=C1)O)C 4,4'-[(2-hydroxyphenyl)methylene]bis(3-methylphenol)